Dimethyl 2-(2-aminoethyl)-1-hydroxy-2,3-dihydro-1H-indene-2,4-dicarboxylate acetate C(C)(=O)O.NCCC1(C(C=2C=CC=C(C2C1)C(=O)OC)O)C(=O)OC